(sec-butyl)(trimethylsilyl)amine C(C)(CC)N[Si](C)(C)C